(terphenylyl)[(phenyl)(dibenzothiophenyl)triazinyl]dibenzoselenophene C1(=C(C=CC=C1)C1=C(C2=C([Se]C3=C2C=CC=C3)C=C1)C1=NN=NC(=C1C1=CC=CC=3SC2=C(C31)C=CC=C2)C2=CC=CC=C2)C=2C(=CC=CC2)C2=CC=CC=C2